C(=C)S(=O)(=O)N1CCC(CC1)N[C@H]1CCC2=CC(=CC=C12)N1C(=NC=2C1=NC(=CC2)N2N=CC=C2)C=2C(=NC=CC2)N 3-{3-[(1S)-1-{[1-(ethenesulfonyl)piperidin-4-yl]amino}-2,3-dihydro-1H-inden-5-yl]-5-(pyrazol-1-yl)imidazo[4,5-b]pyridin-2-yl}pyridin-2-amine